3-(5-((5-chloro-3',6'-dihydro-[3,4'-bipyridyl]-1'(2'H)-yl)methyl)-1-oxoisoindolin-2-yl)piperidine-2,6-dione ClC=1C=C(C=NC1)C=1CCN(CC1)CC=1C=C2CN(C(C2=CC1)=O)C1C(NC(CC1)=O)=O